6-(1-(3-oxo-3-(4-(5-(trifluoromethyl)pyrimidin-2-yl)piperazin-1-yl)propyl)piperidin-3-yl)-4-(trifluoromethyl)pyridazin-3(2H)-one O=C(CCN1CC(CCC1)C=1C=C(C(NN1)=O)C(F)(F)F)N1CCN(CC1)C1=NC=C(C=N1)C(F)(F)F